C(OC=1C=C(C(=O)NC)C=CC1[N+](=O)[O-])([2H])([2H])[2H] 3-(2H3)methoxy-N-methyl-4-nitrobenzamide